[CH-]1C=C(C=C1)C(C(=O)NC(C)(C)C)N(C(=O)C=1N=C(SC1)C#C)C1=CC=C(C=C1)F.[CH-]1C=CC=C1.[Fe+2] N-(1-(ferrocene-3-yl)-2-(tert-butylamino)-2-oxoethyl)-2-ethynyl-N-(4-fluorophenyl)thiazole-4-carboxamide